C(C)(C)(C)C1=C(C=CC=C1)C(C)C tertiary butyl-cumene